5-(((2R,3R)-3-Methoxy-1-(3-oxo-3-(4-(5-(trifluoromethyl)pyrimidin-2-yl)piperazin-1-yl)propoxy)butan-2-yl)amino)-4-(trifluoromethyl)pyridazin-3(2H)-one CO[C@@H]([C@@H](COCCC(N1CCN(CC1)C1=NC=C(C=N1)C(F)(F)F)=O)NC1=C(C(NN=C1)=O)C(F)(F)F)C